COC(=O)C1CCNCC1 4-piperidinyl-carboxylic acid methyl ester